[3-chloro-2-(methoxy-methyl)phenyl]magnesium bromide ClC=1C(=C(C=CC1)[Mg]Br)COC